[1,1':3',1''-terphenyl]-2'-amine C1(=CC=CC=C1)C1=C(C(=CC=C1)C1=CC=CC=C1)N